COC(=O)C=1C=NN2C1N=C(C=C2NCCC2=CNC1=CC=CC=C21)C=2C=NC=C(C2)F 5-(5-fluoro-3-pyridinyl)-7-[2-(1H-indol-3-yl)ethylamino]Pyrazolo[1,5-a]Pyrimidine-3-carboxylic acid methyl ester